2-(2-(cyclopropanesulfonamido)-6-methylpyrimidin-4-yl)-N-(5-(6-ethoxypyrazin-2-yl)pyridin-2-yl)-2-methylpropanamide C1(CC1)S(=O)(=O)NC1=NC(=CC(=N1)C(C(=O)NC1=NC=C(C=C1)C1=NC(=CN=C1)OCC)(C)C)C